OC1=C(C(CCC1)=O)C(=O)C=1C=NN(C1)CC=1C=NC(=CC1)C(F)(F)F 3-Hydroxy-2-(1-((6-(trifluoromethyl)pyridin-3-yl)methyl)-1H-pyrazole-4-carbonyl)cyclohex-2-en-1-one